ClC1=NC(=NC=C1C(F)(F)F)NC1CC2(CN(C2)C(=O)OC(C)(C)C)C1 2-methylpropan-2-yl 6-{[4-chloro-5-(trifluoromethyl) pyrimidin-2-yl] amino}-2-azaspiro[3.3]heptane-2-carboxylate